(3-Mercaptopropyl)trimethoxysilan SCCC[Si](OC)(OC)OC